COC([C@@H](NC(C)=O)C(C)C)=O N-acetyl-L-valine methyl ester